OP(O)(=O)OP(=O)(O)O.BrCCC1=CC=CC=C1 bromoethylbenzene pyrophosphate